3,6-dimethoxy-4-(2-aminopropyl)benzonorbornane COC1C2C3=C(C1CC2)C=C(C=C3CC(C)N)OC